6,6,6-Trifluoro-5-thio-L-fucose FC([C@@H]([C@H]([C@H]([C@@H](C=O)O)O)O)S)(F)F